8-[(2s,5r)-4-[(3-chlorophenyl)(phenyl)methyl]-2,5-dimethylpiperazin-1-yl]-5-methyl-6-oxo-5,6-dihydro-1,5-naphthyridine-2-carbonitrile ClC=1C=C(C=CC1)C(N1C[C@@H](N(C[C@H]1C)C1=CC(N(C=2C=CC(=NC12)C#N)C)=O)C)C1=CC=CC=C1